2-(2-((7-(2-(aminomethyl)-3-fluoropyridin-4-yl)-2,3-dihydrobenzofuran-5-yl)methoxy)phenyl)acetic acid NCC1=NC=CC(=C1F)C1=CC(=CC=2CCOC21)COC2=C(C=CC=C2)CC(=O)O